tert-butyl 4-(3-(4-(1-(3-bromo-4-cyanophenyl)-piperidin-4-yl)phenoxy)propyl)piperazine-1-carboxylate BrC=1C=C(C=CC1C#N)N1CCC(CC1)C1=CC=C(OCCCN2CCN(CC2)C(=O)OC(C)(C)C)C=C1